3-(5-fluoropyrimidin-2-yl)-2-methoxybenzene FC=1C=NC(=NC1)C=1C(=CC=CC1)OC